NC=1C2=C(N=CN1)N(C=C2)CCOC 4-amino-7-methoxyethyl-7H-pyrrolo[2,3-d]pyrimidin